CC1=CC=C(C=N1)C=1C=CC(=C(C1)O)C1=CN=C(N=N1)N1C[C@@H](NCC1)C(C)C 5-(6-methylpyridin-3-yl)-2-{3-[(3S)-3-(propan-2-yl)piperazin-1-yl]-1,2,4-triazin-6-yl}phenol